C(=O)(O)C=CC1=C(C=CC=C1)B(O)O (carboxyvinyl)benzeneboronic acid